1-(4-bromo-2-pyridyl)propan-2-ol BrC1=CC(=NC=C1)CC(C)O